3-chloropropyl-sodium ClCCC[Na]